2-(pyridin-2-yl)cyclobutane N1=C(C=CC=C1)C1CCC1